C(C)(C)NC1=NC(=CC2=C1N=C(N=C2)N)S(=O)(=O)C N8-isopropyl-6-(methylsulfonyl)pyrido[3,4-d]pyrimidine-2,8-diamine